2-methyl-N-[2-(2-oxo-1,3-oxazolidin-3-yl)ethyl]-5-{[2-(trifluoromethyl)pyridin-3-yl]methoxy}-1-benzothiophene-3-carboxamide CC=1SC2=C(C1C(=O)NCCN1C(OCC1)=O)C=C(C=C2)OCC=2C(=NC=CC2)C(F)(F)F